NC=1C=2N(C3=C(N1)C=NC(=C3)C(=O)N3[C@@H]1[C@@H](OC4=C1C=CC(=C4)C(F)(F)F)C4(CC4)CC3)C=NC2C (4-amino-3-methylimidazo[1,5-a]pyrido[3,4-e]pyrazin-8-yl)((4aS,9bS)-7-(trifluoromethyl)-2,3,4a,9b-tetrahydro-1H-spiro[benzofuro[3,2-b]pyridine-4,1'-cyclopropan]-1-yl)methanone